C(C)OC1=CC=C(C=C1)NCC(CC1=NNC(N1)=S)O 3-[3-(4-ethoxyphenylamino)-2-hydroxypropyl]-1H-1,2,4-triazole-5(4H)-thione